C1=CC(=CC=2OC3=C(C21)C=CC=C3)C3=C(C=CC2=CC=CC=C32)C3=CC=C(C=C3)N(C3=CC=CC=C3)C3=CC=C(C=C3)C3=CC=C(C=C3)C3=CC=CC=C3 [4-{1-(dibenzofuran-3-yl)naphthalen-2-yl}phenyl]-([1,1':4',1'']terphenyl-4-yl)-phenylamine